tert-butyl (2R)-6-(benzyloxy)-2-{[(tert-butoxycarbonyl)(cyclobutylmethyl)amino]methyl}-5-[(2-tert-butoxy-2-oxoethyl)amino]-4-fluoro-2,3-dihydro-1H-indole-1-carboxylate C(C1=CC=CC=C1)OC1=C(C(=C2C[C@@H](N(C2=C1)C(=O)OC(C)(C)C)CN(CC1CCC1)C(=O)OC(C)(C)C)F)NCC(=O)OC(C)(C)C